N-((S)-1-(((S)-1-cyano-2-((S)-2-oxopyrrolidin-3-yl)ethyl)amino)-3-(3-fluorophenyl)-1-oxopropan-2-yl)-4-methoxy-1H-indole-2-carboxamide C(#N)[C@H](C[C@H]1C(NCC1)=O)NC([C@H](CC1=CC(=CC=C1)F)NC(=O)C=1NC2=CC=CC(=C2C1)OC)=O